CC1=NN=C(O1)C1=C(C(=O)N)C=CC(=C1S(=O)(=O)C)C(F)(F)F (5-methyl-1,3,4-oxadiazol-2-yl)-3-(methylsulfonyl)-4-(trifluoromethyl)benzamide